C(C)OC(C)N1N=CC(=C1)C=1N=CC=2N(C1OC(C)C)N=C(N2)N[C@@H]2[C@@H](CN(CC2)C(=O)OC(C)(C)C)C tert-butyl (3R,4S)-4-((6-(1-(1-ethoxyethyl)-1H-pyrazol-4-yl)-5-isopropoxy-[1,2,4]triazolo[1,5-a]pyrazin-2-yl) amino)-3-methylpiperidine-1-carboxylate